NC(CN(C(OCCCC)=O)CC1=CC(=CC(=C1)C1=NC=CC=N1)Cl)=O butyl (2-amino-2-oxoethyl)(3-chloro-5-(pyrimidin-2-yl)benzyl)carbamate